6-(tetrahydrofuran-2-yl)quinoline-4-carboxylic acid O1C(CCC1)C=1C=C2C(=CC=NC2=CC1)C(=O)O